3-methyl-1-oxobutan-2-aminium chlorid [Cl-].CC(C(C=O)[NH3+])C